7-(3-isopropyl-5-(piperidin-4-yl)-1H-indol-2-yl)-5-methoxy-[1,2,4]triazolo[1,5-a]pyridine C(C)(C)C1=C(NC2=CC=C(C=C12)C1CCNCC1)C1=CC=2N(C(=C1)OC)N=CN2